C(N)(=O)C=1C=C(C(=C(OCCCNC(OCCCC)=O)C1)NC\C=C\CNC1=C(C=C(C=C1[N+](=O)[O-])C(N)=O)OC)[N+](=O)[O-] butyl (E)-(3-(5-carbamoyl-2-((4-((4-carbamoyl-2-methoxy-6-nitrophenyl)amino)but-2-en-1-yl)amino)-3-nitrophenoxy)propyl)carbamate